2-([1-(2-Chlorophenyl)-5-[3-(oxetan-3-yloxy)phenyl]-1H-pyrazol-3-yl]-methoxy)-2-methylpropanoic acid ClC1=C(C=CC=C1)N1N=C(C=C1C1=CC(=CC=C1)OC1COC1)COC(C(=O)O)(C)C